N-(3-(3-(9H-purin-6-yl)pyridin-2-ylamino)-4-methylphenyl)-2-(2-(trifluoromethyl)tetrahydro-2H-pyran-4-yl)acetamide N1=CN=C2NC=NC2=C1C=1C(=NC=CC1)NC=1C=C(C=CC1C)NC(CC1CC(OCC1)C(F)(F)F)=O